CC=1N=NC=C(C1[C@@H](C)OC=1C(=C2C(=NN(C2=CC1)C1OCCCC1)I)OC)C 5-[(1R)-1-(3,5-Dimethylpyridazin-4-yl)ethoxy]-3-iodo-4-methoxy-1-tetrahydropyran-2-yl-indazole